C1(=CC=CC=C1)C1(CC(=NO1)C(=O)OCC)C1=CC=CC=C1 ethyl 5,5-diphenyl-4,5-dihydro-1,2-oxazole-3-carboxylate